FC(C(C(C(S(=O)(=O)[O-])(F)F)(F)F)(F)F)(F)F.C(C)(=O)C1=C(C=C(C=C1)SC1=CC=C(C=C1)[S+](C1=CC=C(C=C1)SC1=CC(=C(C=C1)C(C)=O)CC)C1=CC=C(C=C1)SC1=CC(=C(C=C1)C(C)=O)CC)CC tris[4-(4-acetyl-3-ethylphenylthio)phenyl]sulfonium nonafluorobutanesulfonate